(R)-2-(3-(2-isopropylphenyl)morpholinyl)-7-azaspiro[3.5]nonane-7-carboxylic acid tert-butyl ester C(C)(C)(C)OC(=O)N1CCC2(CC(C2)N2[C@@H](COCC2)C2=C(C=CC=C2)C(C)C)CC1